3-chloro-4-((3,5-difluoropyridin-2-yl)methoxy)-2'-(2-(4,4-difluoropiperidin-1-yl)pyrimidin-4-yl)-5',6-dimethyl-2H-[1,4'-bipyridine]-2-one ClC=1C(N(C(=CC1OCC1=NC=C(C=C1F)F)C)C1=CC(=NC=C1C)C1=NC(=NC=C1)N1CCC(CC1)(F)F)=O